(R)-4-chloro-3-(2-fluorophenyl)-1-((S)-2-methyl-4-propionylpiperazin-1-yl)-7,8,9,10-tetrahydro-6H-pyrazino[2,1-c]Pyrido[3,4-f][1,4]Oxazepin-12(6Ah)-one ClC1=C(N=C(C=2C(N3[C@@H](COC21)CNCC3)=O)N3[C@H](CN(CC3)C(CC)=O)C)C3=C(C=CC=C3)F